CC(C(C)OOC(C)(C)C)CC(C)(OOC(C)(C)C)C 3,5-dimethyl-2,5-bis(t-butylperoxy)hexane